oleoyl-sarcosinic acid C(CCCCCCC\C=C/CCCCCCCC)(=O)N(C)CC(=O)O